2-bromo-1-(pyrimidin-4-yl)ethanone hydrobromide Br.BrCC(=O)C1=NC=NC=C1